((2S,3R)-3-amino-2-hydroxy-4-phenylbutanoyl)leucine N[C@@H]([C@@H](C(=O)N[C@@H](CC(C)C)C(=O)O)O)CC1=CC=CC=C1